4-Ethyl-2-methoxybenzenesulfonyl chloride C(C)C1=CC(=C(C=C1)S(=O)(=O)Cl)OC